BrC1=CC=C(C=C1)S[P@]1(OC2C(S1)(CC[C@H](C2)C(C)C)C)=O (2R,3ciS,6R-ciS)-2-((4-bromophenyl)thio)-6-isopropyl-3a-methylhexahydrobenzo[d][1,3,2]oxathiaphosphole 2-oxide